CN1C2CCC(C1)(C2)C=2SC1=C(N2)C=C(C=C1)B1OC(C(O1)(C)C)(C)C 2-(2-methyl-2-azabicyclo[2.2.1]heptan-4-yl)-5-(4,4,5,5-tetramethyl-1,3,2-dioxaborolan-2-yl)benzo[d]thiazole